tert-butyl (2-(3,6-dimethoxy-5-methylpyridin-2-yl)ethyl)carbamate COC=1C(=NC(=C(C1)C)OC)CCNC(OC(C)(C)C)=O